1-octyloxycarbonylethyl-2-ethyl-4-methylimidazole C(CCCCCCC)OC(=O)C(C)C1=C(N=C(N1)CC)C